(E)-3-(4-(8-((1R,3s,5S)-8-azabicyclo[3.2.1]octan-3-yl)-6-methyl-7-oxo-5,6,7,8-tetrahydropyrimido[4,5-c]pyridazin-3-yl)-3-hydroxyphenyl)-N-methylacrylamide [C@H]12CC(C[C@H](CC1)N2)N2C(N(CC1=C2N=NC(=C1)C1=C(C=C(C=C1)/C=C/C(=O)NC)O)C)=O